CS(=O)(=O)C=1N=CC2=C(N1)N=C(C=C2C#C[Si](C(C)C)(C(C)C)C(C)C)NC(CCC2=CC=CC=C2)=O N-{2-methanesulfonyl-5-[2-(triisopropylsilyl)ethynyl]pyrido[2,3-d]pyrimidin-7-yl}-3-phenylpropanamide